O1CCC(=CC1)C1=NC(=CC(=C1)C=1C(=CC(=C(C1)NC(=O)NCCC(C)(C)C)F)C)OCCO 1-(5-(2-(3,6-dihydro-2H-pyran-4-yl)-6-(2-hydroxyethoxy)pyridin-4-yl)-2-fluoro-4-methylphenyl)-3-(3,3-dimethylbutyl)urea